(5-isoquinolinesulfonyl)piperazine C1=NC=CC=2C(=CC=CC12)S(=O)(=O)N1CCNCC1